OC1CCN(CC1)C1=CC=C(C=C1)C(C=CC1=CC(=CC=C1)C)=O 1-[4-(4-Hydroxypiperidin-1-yl)phenyl]-3-(3-methylphenyl)prop-2-en-1-one